N1(C=NC2=C1C=CC=C2)C2=CC=C(C=N2)NC(=O)NC2=NOC(=C2)C(C)(C)C 1-(6-benzimidazol-1-yl-pyridin-3-yl)-3-(5-tert-butyl-isoxazol-3-yl)-urea